ClC(CCCCCCCCCCCCCCCCC(CCCCCCCCCCCCCCCCC)=O)Cl dichlorostearone